(1R,3S)-1-(5-bromo-2,4-difluorobenzyl)-3-(methylsulfonamido)cyclopentane-1-carboxamide BrC=1C(=CC(=C(C[C@]2(C[C@H](CC2)NS(=O)(=O)C)C(=O)N)C1)F)F